CNC(C1=CC(=CC=C1)C1NCC(CC1)C)=O N-methyl-3-(5-methyl-2-piperidyl)Benzamide